2-((3,5-dicyano-4-ethyl-6-(4-methyl-1,4-diazepan-1-yl)pyridin-2-yl)thio)-2-(6-fluoropyridin-3-yl)acetamide C(#N)C=1C(=NC(=C(C1CC)C#N)N1CCN(CCC1)C)SC(C(=O)N)C=1C=NC(=CC1)F